6-chloro-1-methyl-2H,3H-pyrido[2,3-b][1,4]oxazine ClC=1C=CC2=C(OCCN2C)N1